N-(2-[(4-chlorobenzoyl)amino]ethyl)-1-cyclopropyl-2,4-dioxo-1,2,3,4-tetrahydropyrido[2,3-d]pyrimidine-6-carboxamide ClC1=CC=C(C(=O)NCCNC(=O)C2=CC3=C(N(C(NC3=O)=O)C3CC3)N=C2)C=C1